(R)-1-(3,4-dichlorophenyl)-5-(5-(3,5-dimethylisoxazol-4-yl)-1-((1R,4R)-4-methoxycyclohexyl)-1H-benzo[d]imidazol-2-yl)-5-methylpyrrolidin-2-one ClC=1C=C(C=CC1Cl)N1C(CC[C@]1(C)C1=NC2=C(N1C1CCC(CC1)OC)C=CC(=C2)C=2C(=NOC2C)C)=O